NC=1C(=NC(=CN1)C=1C=NN(C1)C1CN(C1)C(=O)OC(C)(C)C)C(=O)O[C@@H](C(=O)NC1=CC=C(C=C1)F)C1=CC=CC=C1 (R)-2-((4-fluorophenyl)amino)-2-oxo-1-phenylethyl 3-amino-6-(1-(1-(tert-butoxycarbonyl)azetidin-3-yl)-1H-pyrazol-4-yl)pyrazine-2-carboxylate